dithiocarbamate (S-1-isobutoxy ethyl N,N-diethyl dithiocarbamate) C(C(C)C)OCCSC(N(CC)CC)=S.C(N)(S)=S